5-Chloro-2-cyano-N-(3,5-difluorophenyl)isonicotinamide ClC1=CN=C(C=C1C(=O)NC1=CC(=CC(=C1)F)F)C#N